1-(7-(heptyloxy)-9-octyl-9H-carbazol-2-yl)-N1-phenylbenzene-1,4-diamine C(CCCCCC)OC1=CC=C2C=3C=CC(=CC3N(C2=C1)CCCCCCCC)C1(CC=C(C=C1)N)NC1=CC=CC=C1